(S)-4-Fluoro-N-(1-(3-hydroxy-3-methylazetidin-1-yl)-3-methylbutan-2-yl)-N-methyl-3-(trifluoromethyl)benzamide FC1=C(C=C(C(=O)N(C)[C@H](CN2CC(C2)(C)O)C(C)C)C=C1)C(F)(F)F